N1-((S)-3-cyclopropyl-1-oxo-1-(((S)-3-oxo-1-((S)-2-oxopyrrolidin-3-yl)-4-(trifluoromethoxy)butan-2-yl)amino)propan-2-yl)-N2-(3-fluorobicyclo[1.1.1]pentan-1-yl)oxalamide C1(CC1)C[C@@H](C(N[C@@H](C[C@H]1C(NCC1)=O)C(COC(F)(F)F)=O)=O)NC(C(=O)NC12CC(C1)(C2)F)=O